ethyl 4-(dimethylamino)-2-oxo-3-(3-(trifluoromethyl)benzoyl)but-3-enoate CN(C=C(C(C(=O)OCC)=O)C(C1=CC(=CC=C1)C(F)(F)F)=O)C